[Mn].[Cr] Chromium-manganese